4-bromo-2-((2-methylallyl)oxy)phenol BrC1=CC(=C(C=C1)O)OCC(=C)C